[N+](=O)([O-])C=1C=C2C=NN(C2=CC1O)COCC[Si](C)(C)C 5-nitro-1-((2-(trimethylsilyl)ethoxy)methyl)-1H-indazol-6-ol